C(C1=CC=CC=C1)NC(=O)C=1SC=CC1C#CC1=CC=CC=C1 N-benzyl-3-(phenylethynyl)thiophene-2-carboxamide